(R)-1-(4-(4-((1-(3-(difluoromethyl)-2-fluorophenyl)ethyl)amino)-2-methylpyrido[3,4-d]pyrimidin-6-yl)-4-fluoropiperidin-1-yl)ethan-1-one FC(C=1C(=C(C=CC1)[C@@H](C)NC=1C2=C(N=C(N1)C)C=NC(=C2)C2(CCN(CC2)C(C)=O)F)F)F